FC(C1(CCOCC1)C(=O)NC=1SC(=CN1)C=1C=C2C(=C(N=NC2=CC1)C)C)F 4-(difluoromethyl)-N-(5-(3,4-dimethylcinnolin-6-yl)thiazol-2-yl)tetrahydro-2H-pyran-4-carboxamide